{2-[bis(2-thienylmethyl)amino]-2-oxoethyl(butyl)amino}-N,N-bis(2-thienylmethyl)propanamide S1C(=CC=C1)CN(C(CN(CCCC)C(C(=O)N(CC=1SC=CC1)CC=1SC=CC1)C)=O)CC=1SC=CC1